methyl trans-3-(3-(difluoromethyl)-4-(5-fluoro-6-methylpyridin-2-yl)-1H-pyrazol-1-yl)cyclobutane-1-carboxylate FC(C1=NN(C=C1C1=NC(=C(C=C1)F)C)[C@@H]1C[C@H](C1)C(=O)OC)F